2-{6-[(3as,7ar)-octahydro-1H-pyrrolo[3,2-c]pyridin-1-yl][1,3]thiazolo[4,5-c]pyridazin-3-yl}-5-(1H-pyrazol-4-yl)phenol dihydrochloride Cl.Cl.N1(CC[C@H]2CNCC[C@H]21)C=2SC1=C(N=NC(=C1)C1=C(C=C(C=C1)C=1C=NNC1)O)N2